NC1=CC(=C2C(=N1)C=C(S2)C2=CC=NN2)NC2CCC(CC2)O (1R,4R)-4-((5-amino-2-(1H-pyrazol-5-yl)thieno[3,2-b]pyridin-7-yl)amino)cyclohexanol